(R)-6-(2-(3',5'-dimethyl-[1,1'-biphenyl]-3-yl)-2-hydroxyacetyl)-2-(1-phenylcyclopropyl)-5,6,7,8-tetrahydropyrido[4,3-d]pyrimidin-4(3H)-one CC=1C=C(C=C(C1)C)C1=CC(=CC=C1)[C@H](C(=O)N1CC2=C(N=C(NC2=O)C2(CC2)C2=CC=CC=C2)CC1)O